C(C)OC1=C(N=C2C(=N1)NC(=N2)C(F)(F)F)NC2=CC=C(C=C2)OC(F)(F)F 6-Ethoxy-N-(4-(trifluoromethoxy)phenyl)-2-(trifluoromethyl)-1H-imidazo[4,5-b]pyrazin-5-amin